ClC1=NC(SC2=C1C=CC=C2F)(C)C 4-chloro-8-fluoro-2,2-dimethyl-2H-benzo[e][1,3]thiazine